1-((2R,4R)-2-(1H-benzo[d]imidazol-2-yl)-1-methylpiperidin-4-yl)-3-(4-cyanophenyl)urea hydrochloride Cl.N1C(=NC2=C1C=CC=C2)[C@@H]2N(CC[C@H](C2)NC(=O)NC2=CC=C(C=C2)C#N)C